5-(5-(3,5-dimethylisoxazol-4-yl)-1-(1-(methylsulfonyl)piperidin-4-yl)-1H-pyrrolo[2,3-b]pyridin-3-yl)-4,6-diethoxypicolinic acid CC1=NOC(=C1C=1C=C2C(=NC1)N(C=C2C=2C(=CC(=NC2OCC)C(=O)O)OCC)C2CCN(CC2)S(=O)(=O)C)C